FC1=CC(=CC2=C1N(C=N2)C)C(=O)[O-] 7-fluoro-1-methyl-benzimidazole-5-carboxylate